(R)-N-(6-(2-Methylmorpholino)pyridin-2-yl)-4-(N-(3-methyloxetan-3-yl)sulfamoyl)-2-(6-azaspiro[2.5]octan-6-yl)benzamide C[C@H]1OCCN(C1)C1=CC=CC(=N1)NC(C1=C(C=C(C=C1)S(NC1(COC1)C)(=O)=O)N1CCC2(CC2)CC1)=O